2-(4-chlorophenyl)-4-(acetoxy)-5-amino-3(2H)-furanone ClC1=CC=C(C=C1)C1OC(=C(C1=O)OC(C)=O)N